FC1=C(C=CC(=C1)C(F)(F)F)[C@H](NC(=O)[C@@H]1N([C@@H]2C[C@@H]2C1)C(=O)C1=CC(=NC=C1)C(F)(F)F)C1COC1 (1R,3R,5R)-N-((R)-(2-fluoro-4-(trifluoromethyl)phenyl)(3-oxetanyl)methyl)-2-((2-(trifluoromethyl)-4-pyridinyl)carbonyl)-2-azabicyclo[3.1.0]hexane-3-carboxamide